1,3,5-trichloro-2-(trichloromethyl)benzene ClC1=C(C(=CC(=C1)Cl)Cl)C(Cl)(Cl)Cl